2-chloro-N-(5-methylpyrazin-2-yl)-4-nitrobenzamide ClC1=C(C(=O)NC2=NC=C(N=C2)C)C=CC(=C1)[N+](=O)[O-]